COC1=CC=CC=2N=C(SC21)NC=2C=C(C(=O)NC1CNCC1)C=CN2 2-((7-methoxybenzo[d]-thiazol-2-yl)amino)-N-(pyrrolidin-3-yl)isonicotinamide